ClC1=C(CNC(=O)[C@]2(C=3C=CC=NC3C(CC2)=O)F)C=CC=C1F (S)-N-(2-chloro-3-fluorobenzyl)-5-fluoro-8-oxo-5,6,7,8-tetrahydro-quinoline-5-carboxamide